BrC1=CC=C(OCC2CN3C(CO2)=C(N=N3)C3CC3)C=C1 6-((4-bromophenoxy)methyl)-3-cyclopropyl-6,7-dihydro-4H-[1,2,3]triazolo[5,1-c][1,4]oxazine